CN1C(=NC=C1)C(O)C=1N(C=CN1)C bis[(N-methyl)imidazol-2-yl]carbinol